C1(=CC=CC=C1)C1=CC(=CN1)C1=NC(=NC=C1C(F)(F)F)N[C@@H]1CNCCC1 4-(5-phenyl-1H-pyrrol-3-yl)-N-[(3S)-piperidin-3-yl]-5-(trifluoromethyl)pyrimidin-2-amine